C(C)OC1=CC(=NC=C1F)[C@H](C)N1C(C2=CC(=CC(=C2CC1)CN1C[C@H](CC1)F)CN1C(=NC=C1)NC)=O 2-((S)-1-(4-ethoxy-5-fluoropyridin-2-yl)ethyl)-5-(((S)-3-fluoropyrrolidin-1-yl)methyl)-7-((2-(methylamino)-1H-imidazol-1-yl)methyl)-3,4-dihydroisoquinolin-1(2H)-one